[C@H]12CNC[C@@H]2C1CN1C[C@H]2N(C=3C(=NN=C(C3)C3=C(C=CC=C3)O)NC2)CC1 2-((S)-8-(((1R,5S,6s)-3-azabicyclo[3.1.0]hexan-6-yl)methyl)-6,6a,7,8,9,10-hexahydro-5H-pyrazino[1',2':4,5]pyrazino[2,3-c]pyridazin-2-yl)phenol